C(C)OC(=O)C1=C(N=C(S1)C(NCCNC(C1=CC(=CC=C1)C1=NOC(=N1)CC)=O)=O)C.C1(=CC=CC=C1)C(C1=CC=CC=C1)(C1=CC=CC=C1)CN triphenylmethyl-aminomethane Ethyl-2-((2-(3-(5-ethyl-1,2,4-oxadiazol-3-yl)benzamido)ethyl)carbamoyl)-4-methylthiazole-5-carboxylate